FC(C1(CCC(CC1)=NNS(=O)(=O)C1=CC=C(C=C1)C)O)F N'-(4-(difluoromethyl)-4-hydroxycyclohexylidene)-4-methylbenzenesulfonohydrazide